COC1=C(C(=CC=C1)OC)C=1N=NN(C1)C1=CC=C(C=C1)C 4-(2,6-dimethoxyphenyl)-1-(p-tolyl)-1H-1,2,3-triazole